C(C1=CN=CC=C1)(=O)OCC1=CC=CC=C1 nicotinic acid, benzyl ester